(2-methyl-5,6-dihydroimidazo[1,2-a]pyrazin-7(8H)-yl)(3-(thieno[2,3-c]pyridin-2-yl)-1H-pyrrolo[2,3-b]pyridin-5-yl)methanone CC=1N=C2N(CCN(C2)C(=O)C=2C=C3C(=NC2)NC=C3C3=CC=2C(=CN=CC2)S3)C1